2,5-dihydro-3,5-dimethyl-2-isopropylthiazole CN1C(SC(C1)C)C(C)C